ClC1=CC=C2C(=C(N=CC2=C1OC1=CC=CC=C1)C(=O)OC)O methyl 7-chloro-4-hydroxy-8-phenoxyisoquinoline-3-carboxylate